(2S,4R)-1-((9,9-difluoro-9H-fluorene-3-carbonyl)glycyl)-4-fluoro-4-(fluoromethyl)pyrrolidine-2-carboxylic acid FC1(C2=CC=CC=C2C=2C=C(C=CC12)C(=O)NCC(=O)N1[C@@H](C[C@@](C1)(CF)F)C(=O)O)F